methyl 8-(4-cyanophenyl)-6,9-dioxo-5-(4-(trifluoromethyl)benzyl)-2,5,8-triazaspiro[3.5]nonane-2-carboxylate C(#N)C1=CC=C(C=C1)N1CC(N(C2(CN(C2)C(=O)OC)C1=O)CC1=CC=C(C=C1)C(F)(F)F)=O